C(C\C=C/CC)O (6Z)-cis-3-hexen-1-ol